7-(3-fluoro-2-methyl-6-nitrophenoxy)-3-methylimidazo[1,2-a]pyridine FC=1C(=C(OC2=CC=3N(C=C2)C(=CN3)C)C(=CC1)[N+](=O)[O-])C